7-{7-bromo-8-(2,2-difluoroethoxy)-2-[(1-methylpiperidin-4-yl)oxy]-6-Vinylquinazolin-4-yl}-2,7-diazaspiro[3.5]Nonane-2-carboxylic acid tert-butyl ester C(C)(C)(C)OC(=O)N1CC2(C1)CCN(CC2)C2=NC(=NC1=C(C(=C(C=C21)C=C)Br)OCC(F)F)OC2CCN(CC2)C